C(=O)(O)C1=CC=C(C=C1)[As]([O-])([O-])=O p-carboxyphenyl-arsonate